P(=O)(=O)[NH-] phosphoamid